C(#N)[C@H]1CC(N[C@H]2CN([C@@H]12)C1=CC=C(C=N1)C=1C=C(NC1)C=1C=NN(C1)C)CC=1C=NC(=CC1)OC 4-(6-((1S,5S,6S)-5-cyano-3-((6-methoxypyridin-3-yl)methyl)-2,7-diazabicyclo[4.2.0]oct-7-yl)pyridin-3-yl)-2-(1-methyl-1H-pyrazol-4-yl)-1H-pyrrole